3-methyl-2-[2-(1-methyl-2-oxabicyclo[2.1.1]hexan-4-yl)pyrazolo[3,4-b]pyrazin-6-yl]-5-(trifluoromethyl)phenol CC=1C(=C(C=C(C1)C(F)(F)F)O)C=1C=NC=2C(N1)=NN(C2)C21COC(C2)(C1)C